Butyl 7-((5-chloro-4-((2-(dimethylphosphoryl)-4-hydroxyphenyl) amino) pyrimidin-2-yl)amino)-6-methoxy-3,4-dihydroisoquinoline-2(1H)-carboxylate ClC=1C(=NC(=NC1)NC1=C(C=C2CCN(CC2=C1)C(=O)OCCCC)OC)NC1=C(C=C(C=C1)O)P(=O)(C)C